4-(4-(azetidin-3-yl(cyclopropyl)amino)-8-fluoro-2-(((2R,7aR)-2-fluorotetrahydro-1H-pyrrolizin-7a(5H)-yl)methoxy)-6-(trifluoromethyl)quinazolin-7-yl)-7-fluorobenzo[d]thiazol-2-amine N1CC(C1)N(C1=NC(=NC2=C(C(=C(C=C12)C(F)(F)F)C1=CC=C(C2=C1N=C(S2)N)F)F)OC[C@@]21CCCN1C[C@@H](C2)F)C2CC2